[Ni].[Ti].[Al] aluminum titanium-nickel